(Z)-4-(5-((3,4-difluorobenzyl)carbamoyl)thiophen-2-yl)-6-(4-fluorophenethyl)-5-(3-(hydroxyimino)butanoyl)-2-isobutylnicotinamide FC=1C=C(CNC(=O)C2=CC=C(S2)C2=C(C(=NC(=C2C(=O)N)CC(C)C)CCC2=CC=C(C=C2)F)C(C\C(\C)=N/O)=O)C=CC1F